4-morpholino-1,2,5-oxadiazole-3-carboxylic acid O1CCN(CC1)C=1C(=NON1)C(=O)O